FC1(CC(C1)N(CC[C@@H](C(=O)O)NC1=NC=NC2=CC=CC=C12)CCCCC1=NC=2NCCCC2C=C1)F (S)-4-((3,3-difluorocyclobutyl)(4-(5,6,7,8-tetrahydro-1,8-naphthyridin-2-yl)butyl)amino)-2-(quinazolin-4-ylamino)butanoic acid